1-(4-(5-Chloro-7-fluoro-6-(3-hydroxy-1-naphthyl)-2,1-benzothiazol-3-yl)-1-piperazinyl)-4-hydroxy-2-methylene-1-butanone ClC=1C(=C(C=2C(=C(SN2)N2CCN(CC2)C(C(CCO)=C)=O)C1)F)C1=CC(=CC2=CC=CC=C12)O